FC1([C@H](C2=C(C=CC(=C2C1)[C@H]1C[C@@H]([C@@H](C=2C=C(C=C(C12)C#N)F)F)F)C1=CN=NN1C)O)F (5R,6S,8R)-8-[(1S)-2,2-difluoro-1-hydroxy-7-(1-methyl-1H-1,2,3-triazol-5-yl)-2,3-dihydro-1H-inden-4-yl]-3,5,6-trifluoro-5,6,7,8-tetrahydronaphthalene-1-carbonitrile